C(#N)CC(C(=O)O)(C(=O)OCC)C 2-(cyanomethyl)-3-ethoxy-2-methyl-3-oxo-propanoic acid